NC1=NC=C2C=C(N=CC2=C1)C=1C(=CC(=NC1)C(CCC)=O)C 1-[5-(7-amino-2,6-naphthyridin-3-yl)-4-methylpyridin-2-yl]butan-1-one